5-Chloro-1-ethyl-3-(2-methylpyridin-4-yl)-1H-pyrazole-4-carbaldehyde ClC1=C(C(=NN1CC)C1=CC(=NC=C1)C)C=O